3-[(E)-2-[7-chloro-1-methylpyrazolo[4,3-d]pyrimidin-5-yl]-ethenyl]pyridine ClC=1C2=C(N=C(N1)/C=C/C=1C=NC=CC1)C=NN2C